C(#N)C(C(=O)OC)(C(C(=O)OC)C1CCCC1)C1CCCC1 dimethyl 2-cyano-2,3-dicyclopentylsuccinate